N-[(1R)-1-(3-bromophenyl)ethyl]-1-(2-fluorophenyl)-6-oxopyridazine-3-carboxamide BrC=1C=C(C=CC1)[C@@H](C)NC(=O)C1=NN(C(C=C1)=O)C1=C(C=CC=C1)F